(3R)-3-({2-[3-(methanesulfonyl)phenyl][1,2,4]triazolo[1,5-c]quinazolin-5-yl}amino)azepan-2-one CS(=O)(=O)C=1C=C(C=CC1)C1=NN2C(=NC=3C=CC=CC3C2=N1)N[C@H]1C(NCCCC1)=O